tert-butyl 5-[7-bromo-1-(cyclopropylmethyl)-5-(dimethylcarbamoyl)-3-fluoro-indol-2-yl]-3,6-dihydro-2H-pyridine-1-carboxylate BrC=1C=C(C=C2C(=C(N(C12)CC1CC1)C1=CCCN(C1)C(=O)OC(C)(C)C)F)C(N(C)C)=O